potassium trifluoro(3,3,3-trifluoropropyl)boranuide F[B-](CCC(F)(F)F)(F)F.[K+]